BrC1=CC(=C(C=C1OC)N1N=CC(=C1)C(F)(F)F)I 1-(4-BROMO-2-IODO-5-METHOXY-PHENYL)-4-(TRIFLUOROMETHYL)PYRAZOLE